(S)-2,2-difluoro-8-hydroxy-7-methoxy-1,2,3,10,11,11a-hexahydro-5H-benzo[e]pyrrolo[1,2-a][1,4]diazepine-5-one FC1(C[C@@H]2N(C(C3=C(NC2)C=C(C(=C3)OC)O)=O)C1)F